BrCCCC(=O)OCCCCCCCCC=CCC=CCCCCC octadeca-9,12-dien-1-yl 4-bromobutanoate